5-chloro-2-((2-chloro-6-nitrophenyl)(hydroxymethyl)pyridin-3-yl)-N-methoxymethyl-3-(trifluoromethyl)benzenesulfonamide ClC=1C=C(C(=C(C1)S(=O)(=O)NCOC)C=1C(=NC=CC1C1=C(C=CC=C1[N+](=O)[O-])Cl)CO)C(F)(F)F